[O-]CCCC.[Nb+5].CCC(=O)CCSSCCC(CC)=O.[O-]CCCC.[O-]CCCC.[O-]CCCC.[O-]CCCC dithiodipropione niobium(V) n-butoxide